BrC1=CC=C2NC(C=3N(C2=C1)N=CC3C)=O 8-bromo-3-methylpyrazolo[1,5-a]quinoxalin-4(5H)-one